1-octylnonyl 8-[(4-aminobutyl){2-[(tert-butyl)bis(methyl)siloxy]-5-(undecyloxycarbonyl)pentyl}amino]-7-[(tert-butyl)bis(methyl) siloxy]octanoate NCCCCN(CC(CCCCCC(=O)OC(CCCCCCCC)CCCCCCCC)O[Si](C)(C)C(C)(C)C)CC(CCCC(=O)OCCCCCCCCCCC)O[Si](C)(C)C(C)(C)C